C1(=CC=CC2=CC=CC(=C12)O)C1=CC2=CC=CC=C2C=C1 [1,2'-binaphthyl]-8-ol